2-(bis(4-methoxyphenyl)methyl)-4,6-dimethylaniline COC1=CC=C(C=C1)C(C1=C(N)C(=CC(=C1)C)C)C1=CC=C(C=C1)OC